sodium disulphide [S-][S-].[Na+].[Na+]